7,9-difluoro-4-methyl-5H-pyrimido[5,4-b]indole FC=1C=C(C=2C3=C(NC2C1)C(=NC=N3)C)F